3β-(tert-butyldimethylsilyloxy)-androst-5-en-17-yl succinate C(CCC(=O)[O-])(=O)OC1[C@]2(C)[C@@H](CC1)[C@@H]1CC=C3C[C@H](CC[C@]3(C)[C@H]1CC2)O[Si](C)(C)C(C)(C)C